2-(5-bromopyridin-2-yl)ethanol BrC=1C=CC(=NC1)CCO